C1(=CC=CC=C1)N1NC(=CC(=N1)C1=CC=CC=C1)C=1C(=C(C#N)C=C(C1)F)F 3-(4,6-diphenyl-4,3,5-triazin-2-yl)-2,5-difluorobenzonitrile